C(CCCCCCCCCCC)OC1=C(C=C(C=C1)NC(=N)NC(=N)N)NC(=N)NC(=N)N [4-(dodecyloxy)-m-phenylene]bisbiguanide